8-bromo-3-chloro-4H-benzo[e][1,2,4]thiadiazine 1,1-dioxide BrC1=CC=CC=2NC(=NS(C21)(=O)=O)Cl